1-(((1-methyl-1H-benzo[d]imidazol-2-yl)methyl)amino)pyrrolidin-2-one CN1C(=NC2=C1C=CC=C2)CNN2C(CCC2)=O